7-(Cyclopentyloxy)-N-(1-methyl-1H-pyrazol-3-yl)-2-((1R,4S)-1-methyl-2-oxabicyclo[2.2.1]heptan-4-yl)imidazo[1,2-a]pyridine-6-carboxamide C1(CCCC1)OC1=CC=2N(C=C1C(=O)NC1=NN(C=C1)C)C=C(N2)[C@]21CO[C@](CC2)(C1)C